N1N=CC2=CC(=CC=C12)C1=CC=CC(=N1)C(=O)NC1=CC=C(C=C1)C(F)(F)F 6-(1H-indazol-5-yl)-N-(4-(trifluoromethyl)phenyl)picolinamide